C1(CC1)NS(=O)(=O)C1=CC=CC=C1 cyclopropyl-(phenyl)sulfonamide